ClC=1C(=NC(=NC1)NC1CCOCC1)C1=CC=C2CN(C(C2=C1)=O)CC(=O)NCC1=CC2=CC=CC=C2C=C1 2-(6-{5-chloro-2-[(oxan-4-yl)amino]pyrimidin-4-yl}-1-oxo-2,3-dihydro-1H-isoindol-2-yl)-N-[(naphthalen-2-yl)methyl]acetamide